3-(3-(7-(2-amino-6-chlorophenyl)-6-fluoro-2,4-dioxo-3,4-dihydropyrido[2,3-d]pyrimidin-1(2H)-yl)-2-isopropylpyridin-4-yl)propionic acid NC1=C(C(=CC=C1)Cl)C=1C(=CC2=C(N(C(NC2=O)=O)C=2C(=NC=CC2CCC(=O)O)C(C)C)N1)F